1-((5-(4-iodophenyl)isoxazol-3-yl)methyl)-1H-imidazole-2-carbonitrile IC1=CC=C(C=C1)C1=CC(=NO1)CN1C(=NC=C1)C#N